5-(6-(ethylamino)-2-(2-methyl-2H-indazol-5-yl)-3-oxo-2,3-dihydropyrido[3,2-c]pyridazin-4-yl)-1-((2-(trimethylsilyl)ethoxy)methyl)-1H-indole-3-carbonitrile C(C)NC=1C=CC2=NN(C(C(=C2N1)C=1C=C2C(=CN(C2=CC1)COCC[Si](C)(C)C)C#N)=O)C1=CC2=CN(N=C2C=C1)C